NC1=NC(=NN2C1=NC=C2C=2C=C(C=CC2C)S(=O)(=O)N2C1CN(C(C2)C1O)C1CC(CC1)C#N)C(F)(F)F 3-(5-((3-(4-amino-2-(trifluoromethyl)imidazo[2,1-f][1,2,4]triazin-7-yl)-4-methylphenyl)sulfonyl)-7-hydroxy-2,5-diazabicyclo[2.2.1]heptan-2-yl)cyclopentane-1-carbonitrile